ClC=1C=C(C=CC1F)C(CO)(C)NC1=NC2=C(N1)C=CC=C2CN2C(OC=C2)=N 2-(3-chloro-4-fluorophenyl)-2-({4-[(2-imino-2,3-dihydro-1,3-oxazol-3-yl)methyl]-1H-1,3-benzodiazol-2-yl}amino)propan-1-ol